(Z)-dibenzyl 5-(5-bromo-3-(1-cyano-2-(5-cyano-2-methoxyphenyl)vinyl)-1H-indol-1-yl)-5-oxopentylphosphonate BrC=1C=C2C(=CN(C2=CC1)C(CCCCP(OCC1=CC=CC=C1)(OCC1=CC=CC=C1)=O)=O)/C(=C/C1=C(C=CC(=C1)C#N)OC)/C#N